2-(4-piperidylmethoxy)ethyl 1-carbamate C(N)(OCCOCC1CCNCC1)=O